6-((5-fluoro-2-((4-(4-methylpiperazin-1-yl)phenyl)amino)pyrimidin-4-yl)amino)-N-hydroxyhexanamide FC=1C(=NC(=NC1)NC1=CC=C(C=C1)N1CCN(CC1)C)NCCCCCC(=O)NO